tert-butyl-4-(4-(6-amino-5-(3-tert-butylphenyl-carbamoyl)pyridin-3-yl)-1H-pyrazol-1-yl)piperidine-1-carboxylic acid C(C)(C)(C)C1N(CCC(C1)N1N=CC(=C1)C=1C=NC(=C(C1)C(NC1=CC(=CC=C1)C(C)(C)C)=O)N)C(=O)O